4-methoxy-α-methylbenzyl alcohol COC1=CC=C(C(C)O)C=C1